(E)-3-(2-ethyl-7-fluoro-3-(4-methoxy-2-methylphenyl)-4-oxo-3,4-dihydroquinazolin-6-yl)-N-hydroxyacrylamide C(C)C1=NC2=CC(=C(C=C2C(N1C1=C(C=C(C=C1)OC)C)=O)/C=C/C(=O)NO)F